4-Chlorophenetyl 2,4,6-tri-O-acetyl-3-deoxy-3-[4-(3,4,5-trifluorophenyl)-1H-1,2,3-triazol-1-yl]-1-thio-α-D-galactopyranoside C(C)(=O)O[C@H]1[C@@H](SC2=CCC(C=C2)(OCC)Cl)O[C@@H]([C@@H]([C@@H]1N1N=NC(=C1)C1=CC(=C(C(=C1)F)F)F)OC(C)=O)COC(C)=O